S(=O)(=O)([O-])[O-].[Rb+].C1(=CC=C(C=C1)C(COCC=1OC=CC1)(F)F)C1=CC=CC=C1.[Rb+] ((2-([1,1'-biphenyl]-4-yl)-2,2-difluoroethoxy)methyl)furan Rubidium sulfat